2'-diethylamino-2'-methoxybenzylidene-2-methoxyacetophenone C(C)N(C1(C(C=CC=C1)C(C(OC)=CC1=CC=CC=C1)=O)OC)CC